tert-butyl ((5-bromo-2,3-dihydrobenzofuran-7-yl)(methyl)(oxo)-λ6-sulfaneylidene)carbamate BrC=1C=C(C2=C(CCO2)C1)S(=O)(C)=NC(OC(C)(C)C)=O